1-(4-(N,N-diphenylamino)phenyl)ethanone C1(=CC=CC=C1)N(C1=CC=CC=C1)C1=CC=C(C=C1)C(C)=O